(4S)-2-{[(2S)-1,4-dioxan-2-yl]methyl}-4-methyl-N-[(2-methylpyrimidin-5-yl)methyl]-8-(trifluoromethyl)-4,5-dihydro-2H-furo[2,3-g]indazole-7-carboxamide O1[C@H](COCC1)CN1N=C2C3=C(C[C@@H](C2=C1)C)OC(=C3C(F)(F)F)C(=O)NCC=3C=NC(=NC3)C